FC1=C(C=CC(=C1)OC1=NN(C=C1)C=1C=NC(=NC1)OC)NC1=NC=NC2=CC(=C(C=C12)O[C@H]1CN(CC1)C(=O)OC(C)(C)C)OC tert-butyl (R)-3-((4-((2-fluoro-4-((1-(2-methoxypyrimidin-5-yl)-1H-pyrazol-3-yl)oxy)phenyl)amino)-7-methoxyquinazolin-6-yl)oxy)pyrrolidine-1-carboxylate